glycerol tri(3-hydroxybutyrate) OC(CC(=O)OCC(OC(CC(C)O)=O)COC(CC(C)O)=O)C